CC1(C(NC2=CC=C(C=C12)C(=O)NC1(CS(C1)(=O)=O)C)=O)C 3,3-dimethyl-N-(3-methyl-1,1-dioxidothietan-3-yl)-2-oxoindoline-5-carboxamide